lithium trifluoromethylsulfinic acid FC(F)(F)S(=O)O.[Li]